[Bi].[I].[P].[Sn] tin phosphorus iodine bismuth